ClC1=CC=C2C(=N1)NN=C2 6-chloro-1H-pyrazolo{3,4-b}pyridine